BrC=1C=C(C=CC1O)C(C)(C)C1=CC(=C(C=C1)O)Br 2,2-bis-(3-bromo-4-hydroxyphenyl)-propane